CC(C)(COP(=O)([O-])OP(=O)([O-])OC[C@@H]1[C@H]([C@H]([C@@H](O1)N2C=NC3=C(N=CN=C32)N)O)OP(=O)([O-])[O-])[C@H](C(=O)NCCC(=O)NCCSC(=O)C4=CC=C(C=C4)O)O The molecule is tetraanion of 4-hydroxybenzoyl-CoA arising from deprotonation of phosphate and diphosphate functions. It has a role as a Saccharomyces cerevisiae metabolite. It is a conjugate base of a 4-hydroxybenzoyl-CoA.